(3S)-3-(diethylcarbamoyl)-3,4-dihydro-1H-isoquinoline-2-carboxylic acid tert-butyl ester C(C)(C)(C)OC(=O)N1CC2=CC=CC=C2C[C@H]1C(N(CC)CC)=O